2,3-bis(2,2,6,6-tetramethylpiperidine-N-oxycarbonyl)-norbornene CC1(N(C(CCC1)(C)C)OC(=O)C=1C2CCC(C1C(=O)ON1C(CCCC1(C)C)(C)C)C2)C